6-(2-(3-(5-chlorothien-3-yl)phenyl)-2-hydroxyacetyl)-2-(1-phenylcyclopropyl)-5,6,7,8-tetrahydropyrido[4,3-d]pyrimidin-4(3H)-one ClC1=CC(=CS1)C=1C=C(C=CC1)C(C(=O)N1CC2=C(N=C(NC2=O)C2(CC2)C2=CC=CC=C2)CC1)O